ethyl thioglycolate C(CS)(=O)OCC